(R)-3,7-dimethyl-5-(4-((3-(4-methyl-1-oxo-1,3-dihydroisobenzofuran-5-yl)piperazin-1-yl)methyl)-1H-pyrazol-1-yl)benzo[d]oxazol CN1COC2=C1C=C(C=C2C)N2N=CC(=C2)CN2C[C@H](NCC2)C=2C(=C1COC(C1=CC2)=O)C